ClC=1C2=C(N=CN1)N(C=C2)[C@@H]2C[C@@H]([C@H]1OC(O[C@H]12)(C)C)[C@H](O)C1=C(C=C(C=C1)Cl)CO (S)-[(3aS,4R,6R,6aR)-4-(4-chloropyrrolo[2,3-d]pyrimidin-7-yl)-2,2-dimethyl-4,5,6,6a-tetrahydro-3aH-cyclopenta[d][1,3]dioxol-6-yl]-[4-chloro-2-(hydroxymethyl)phenyl]methanol